(S)-N-(6-(difluoromethyl)pyridazin-4-yl)-2,3-difluoro-8-methyl-8-(trifluoromethyl)-7,8-dihydro-6H-pyrazolo[1,5-a]pyrrolo[2,3-e]pyrimidine-6-carboxamide FC(C1=CC(=CN=N1)NC(=O)N1C[C@@](C2=C1C=NC=1N2N=C(C1F)F)(C(F)(F)F)C)F